{1-[(2S)-Butan-2-yl]-1H-imidazol-4-yl}[(1R,5S,6S)-6-(5,5-dimethyl-4,5-dihydro-1,2-oxazol-3-yl)-3-azabicyclo[3.1.0]hex-3-yl]methanon C[C@@H](CC)N1C=NC(=C1)C(=O)N1C[C@H]2C([C@H]2C1)C1=NOC(C1)(C)C